BrC1=CC=C(C=C1)C(C(=O)C1=CC=CC=C1)=C 2-(4-bromophenyl)-1-phenylpropan-2-en-1-one